4-[4-cyano-6-(5-cyano-2-methyl-phenyl)-3-hydroxy-pyridin-2-yl]-4-oxo-butyric acid ethyl ester C(C)OC(CCC(=O)C1=NC(=CC(=C1O)C#N)C1=C(C=CC(=C1)C#N)C)=O